diphenyl-methyl fluoride C1(=CC=CC=C1)C(C1=CC=CC=C1)F